C12N(CC(NC1)CC2)C=2C1=C(N=C(N2)OC([2H])([2H])[C@@]23CCCN3C[C@H](C2)F)C(=C(N=C1)C1=CC(=CC2=CC=C(C(=C12)CC)F)O)F 4-(4-(2,5-Diazabicyclo[2.2.2]octan-2-yl)-8-fluoro-2-(((2S,7aR)-2-fluorotetrahydro-1H-pyrrolizin-7a(5H)-yl)methoxy-d2)pyrido[4,3-d]pyrimidin-7-yl)-5-ethyl-6-fluoronaphthalen-2-ol